(E)-2-(4-(diphenylamino)benzyl)-5-bromo-1-indenone C1(=CC=CC=C1)N(C1=CC=C(CC=2C(C3=CC=C(C=C3C2)Br)=O)C=C1)C1=CC=CC=C1